(S)-4-(5-(3-((2-((S)-3-carboxybutanoyl)-4,7-difluoro-6-methoxyisoindolin-5-yl)oxy)propoxy)-7-fluoro-6-hydroxybenzo[b]thiophen-2-yl)-2-methyl-4-oxobutanoic acid C(=O)(O)[C@H](CC(=O)N1CC2=C(C(=C(C(=C2C1)F)OCCCOC1=CC2=C(SC(=C2)C(C[C@@H](C(=O)O)C)=O)C(=C1O)F)OC)F)C